CC1=CC=C(N1)C(=O)OCC ethyl 5-methylpyrrole-2-carboxylate